Cl.CC1C(CNCC1)COC=1C(=NC=CC1)C(F)(F)F 3-((4-methylpiperidin-3-yl)methoxy)-2-(trifluoromethyl)pyridine hydrochloride